2,3-dihydro-1H-isoindole-4-carboxylic acid methyl ester hydrochloride Cl.COC(=O)C=1C=2CNCC2C=CC1